ClC=1C(=CC=C2C=CC=C(C12)C1=CC=C2C(=NC(=NC2=C1)OC[C@H]1N(C[C@@H](C1)F)C)N1[C@@H]2CCN([C@@H]2C1)C(C(=C)F)=O)F 1-((1R,5R)-6-(7-(8-chloro-7-fluoronaphthalen-1-yl)-2-((((2S,4R)-4-fluoro-1-methylpyrrolidin-2-yl))methoxy)quinazolin-4-yl)-2,6-diazabicyclo[3.2.0]hept-2-yl)-2-fluoroprop-2-en-1-one